CN1C(C2=CC=C(C=C2C(=C1)C=1C=C(C=CC1)NS(=O)(=O)CC)C=1C=NC(=CC1)C)=O N-[3-[2-methyl-6-(6-methylpyridin-3-yl)-1-oxoisoquinolin-4-yl]phenyl]ethanesulfonamide